tert-Butyl (2S,4R)-2-(((tert-butyldimethylsilyl) oxy) methyl)-4-hydroxypyrrolidine-1-carboxylate [Si](C)(C)(C(C)(C)C)OC[C@H]1N(C[C@@H](C1)O)C(=O)OC(C)(C)C